1-(5-bromo-2-methyl-2H-1,2,3-triazol-4-yl)-N-methylethan-2,2,2-d3-1-amine BrC=1C(=NN(N1)C)C(C([2H])([2H])[2H])NC